The molecule is a glycoside that consists of an N-formyl-2-O-methyl-alpha-D-perosamine residue and two N-formyl-alpha-D-perosamine residues linked sequentially (1->2) and (1->3) and linked at the reducing end glycosidically to a 5-(methoxycarbonyl)pentyl group. It is a methyl ester, a glycoside and a trisaccharide derivative. C[C@@H]1[C@H]([C@@H]([C@@H]([C@H](O1)O[C@H]2[C@H]([C@@H]([C@H](O[C@@H]2O[C@H]3[C@@H]([C@H](O[C@@H]([C@H]3O)OCCCCCC(=O)OC)C)NC=O)C)NC=O)O)OC)O)NC=O